C(C)C1=NC(=NO1)C=1C=C2CC[C@H](C2=CC1)NC(C1=CC(=CC=C1)CCO)=O (R)-N-(5-(5-ethyl-1,2,4-oxadiazol-3-yl)-2,3-dihydro-1H-inden-1-yl)-3-(2-hydroxyethyl)benzamide